2-(trimethylsilyl)ethyl-N6-(tert-butoxycarbonyl)-L-lysine C[Si](CCN[C@@H](CCCCNC(=O)OC(C)(C)C)C(=O)O)(C)C